FC1=NN2C(C=CC(=C2)OCC(C)(C)O)=C1C#N 2-fluoro-6-(2-hydroxy-2-methylpropoxy)pyrazolo[1,5-a]pyridine-3-carbonitrile